CN1C2=C(NC(C13CCOCC3)=O)C=NC3=C2C=CN3S(=O)(=O)C3=CC=CC=C3 Methyl-7'-(phenylsulfonyl)-2,3,4',5,6,7'-hexahydrospiro[pyran-4,2'-pyrrolo[3',2':5,6]pyrido[3,4-b]pyrazine]-3'(1'H)-one